1-(4-bromophenyl)-N-(3,5-difluorobenzyl)-2-oxopyrrolidine-3-carboxamide BrC1=CC=C(C=C1)N1C(C(CC1)C(=O)NCC1=CC(=CC(=C1)F)F)=O